OCCOC(C1=CC(C(=O)OCCO)=CC=C1)=O.[Na] sodium bis(hydroxyethyl)isophthalate